([1,2,5]thiadiazolo[3,4-b]pyridin-6-yl)phenol N=1SN=C2N=CC(=CC21)C2=C(C=CC=C2)O